3-Iodo-2-propynylbutylcarbamate IC(C(CNC([O-])=O)C#CC)C